(3-((1R,3R)-3-Hydroxycyclohexyl)-1,2,3-oxadiazol-3-ium-5-yl)((3-(2-(o-tolyl)acetamido)-5-(trifluoromethyl)phenyl)carbamoyl)amide O[C@H]1C[C@@H](CCC1)[N+]1=NOC(=C1)[N-]C(NC1=CC(=CC(=C1)C(F)(F)F)NC(CC1=C(C=CC=C1)C)=O)=O